BrC1=CC(=C(OC2=NC=C(C(=C2)S(=O)(=O)NCC(=O)NC2CCC2)OC)C(=C1)Cl)Cl 2-[[2-(4-bromo-2,6-dichloro-phenoxy)-5-methoxy-4-pyridyl]-sulfonylamino]-N-cyclobutyl-acetamide